C(C)(C)(C)OC(=O)[C@H](CCC(NCCOCCOCC(NCCOCCOCC(=O)ON1C(CCC1=O)=O)=O)=O)NC(=O)CCCCCCCCCCCCC 13-((S)-1-tert-Butoxycarbonyl-3-{2-[2-({2-[2-(2,5-dioxo-pyrrolidin-1-yloxycarbonylmethoxy)-ethoxy]-ethylcarbamoyl}-methoxy)-ethoxy]-ethylcarbamoyl}-propylcarbamoyl)-tridecane